C(C1=CC=CC=C1)OC1=C(C=C(C=C1)/C=C/C(=O)O[C@@H]1[C@@]2(CC[C@H](C1)C2(C)C)C)OC(F)(F)F (1R,2S,4R)-1,7,7-trimethylbicyclo[2.2.1]heptan-2-yl (E)-3-(4-benzyloxy-3-trifluoromethoxyphenyl)acrylate